3-(5-bromo-4-methoxy-1-oxoisoindolin-2-yl)piperidine-2,6-dione BrC=1C(=C2CN(C(C2=CC1)=O)C1C(NC(CC1)=O)=O)OC